N,N'-bis(4-aminobenzoyl)cyclohexane-1,3-diamine NC1=CC=C(C(=O)NC2CC(CCC2)NC(C2=CC=C(C=C2)N)=O)C=C1